3-(7-((2-(5-methoxy-1H-indol-3-yl)ethyl)amino)thiazolo[5,4-d]pyrimidin-5-yl)pyridin-2(1H)-one COC=1C=C2C(=CNC2=CC1)CCNC=1C2=C(N=C(N1)C=1C(NC=CC1)=O)SC=N2